CC1=CN=CN=N1 6-methyl-1,2,4-triazin